(R)-3-chloro-5-(((1-hydroxynonadec-2-yl)oxy)methyl)benzonitrile ClC=1C=C(C#N)C=C(C1)CO[C@@H](CO)CCCCCCCCCCCCCCCCC